2-chloro-N-(1-methyl-3-(trifluoromethyl)-1H-pyrazol-5-yl)nicotinamide ClC1=C(C(=O)NC2=CC(=NN2C)C(F)(F)F)C=CC=N1